FC1=C(C(=CC(=C1)OC)C)F 1,2-difluoro-5-methoxy-3-methylbenzene